C(C)=N ethanone imine